C1=NC=CC2=CC(=CC=C12)C(=O)NO isoquinoline-6-carbohydroxamic acid